tartaric acid, calcium salt [Ca+2].C(C(O)C(O)C(=O)[O-])(=O)[O-]